1-(1-(1H-pyrazolo[3,4-b]pyridin-5-yl)-2-oxabicyclo[2.2.2]oct-4-yl)-1-methyl-3-(1-methyl-2-oxo-5-(trifluoromethyl)-1,2-dihydropyridin-3-yl)urea N1N=CC=2C1=NC=C(C2)C21OCC(CC2)(CC1)N(C(=O)NC=1C(N(C=C(C1)C(F)(F)F)C)=O)C